C(C)(C)(C)C1=C(C=CC=C1)O Tertiary butylphenol